C(NC(=O)C1=NC=C(C=C1)N1CCN(CC1)CC=1C=C2NC(C(=NC2=CC1)C(F)(F)F)=O)([2H])([2H])[2H] N-(methyl-d3)5-(4-((2-(trifluoromethyl)-3-oxo-4H-quinoxalin-6-yl)methyl)piperazin-1-yl)Pyridine-2-carboxamide